BrC=1C=CC(=NC1)NC(C1=CC(=NC=C1)N1C=NN=C1)=O N-(5-bromopyridin-2-yl)-2-(4H-1,2,4-triazol-4-yl)isonicotinamide